C(C1=CC=CC=C1)OCC1=CC=C(C=C1)NC(C1=CC(=CC=C1)C1=NC(=CN=C1)NS(=O)(=O)C)=O N-(4-((Benzyloxy)methyl)phenyl)-3-(6-(methylsulfonamido)pyrazin-2-yl)benzamide